C[SiH](O[Si](C)(C)C)C 1,1,3,3,3-pentamethyldisiloxane